FC([C@@H](C)NC(O[C@H]1CO[C@H](C1)C1=CC(=NN1)NC=1C=2N(C=CN1)N=C(C2)COC)=O)F (3R,5R)-5-(3-((2-(methoxymethyl) pyrazolo[1,5-a]pyrazin-4-yl)amino)-1H-pyrazol-5-yl)tetrahydrofuran-3-yl ((R)-1,1-difluoropropan-2-yl)carbamate